N,N,N',N'-tetraglycidyl-4,4'-methylenebis(cyclohexylamine) C(C1CO1)N(C1CCC(CC1)CC1CCC(CC1)N(CC1CO1)CC1CO1)CC1CO1